FC=1C(=C(C=C(C1)F)C1CCN(CC1)C(=O)C1=NNC=2CN(CCC21)C(=O)OC(C)(C)C)C(F)(F)F tert-butyl 3-(4-(3,5-difluoro-2-(trifluoro-methyl)phenyl)piperidine-1-carbonyl)-4,5-dihydro-1H-pyrazolo[3,4-c]pyridine-6(7H)-carboxylate